N-[(6-Amino-2-pyridyl)sulfonyl]-6-(5-isopropoxypyrazin-2-yl)-2-(2,2,4-trimethylpyrrolidin-1-yl)pyridin-3-carboxamid NC1=CC=CC(=N1)S(=O)(=O)NC(=O)C=1C(=NC(=CC1)C1=NC=C(N=C1)OC(C)C)N1C(CC(C1)C)(C)C